2-(4-(((1s,3s)-3-hydroxy-3-methylcyclobutyl)amino)pyrrolo[1,2-d][1,2,4]triazin-1-yl)-5-(trifluoromethyl)phenol OC1(CC(C1)NC1=NN=C(C=2N1C=CC2)C2=C(C=C(C=C2)C(F)(F)F)O)C